[Al+3].P(=O)(OCC)([O-])[O-].C(C)OP(=O)([O-])[O-].C(C)OP(=O)([O-])[O-].[Al+3] ethyl phosphate aluminum